OC=1C=2N(C=CC1)C=CN2 8-hydroxy-imidazo[1,2-A]pyridine